4,4'-((perfluoronaphthalene-2,6-diyl)bis(oxy))dibenzonitrile FC1=C(C(=C(C2=C(C(=C(C(=C12)F)F)OC1=CC=C(C#N)C=C1)F)F)F)OC1=CC=C(C#N)C=C1